1-(2-(1H-pyrrolo[3,2-b]pyridin-3-yl)ethyl)-6,7-dimethoxy-2-((tetrahydro-2H-pyran-4-yl)methyl)-1,2,3,4-tetrahydroisoquinoline N1C=C(C2=NC=CC=C21)CCC2N(CCC1=CC(=C(C=C21)OC)OC)CC2CCOCC2